sodium magnesium selenide [Se-2].[Mg+2].[Na+]